6-((tert-butyldimethylsilyl)oxy)hexan-1-amine [Si](C)(C)(C(C)(C)C)OCCCCCCN